tert-butyl N-[4-(2-amino-5-methyl-1,3-thiazol-4-yl)bicyclo[2.1.1]hexan-1-yl]carbamate NC=1SC(=C(N1)C12CCC(C1)(C2)NC(OC(C)(C)C)=O)C